C1(=CC=CC=C1)C1=NC(=CC(=C1)C1=CC=C(C=C1)C1=C(C(=NC=C1)C1=CC=CC=2C3=CC=CC=C3N(C12)C=1C=CC=2NC3=CC=C(C=C3C2C1)N1C2=CC=CC=C2C=2C=CC=CC12)C1=CC=CC=2C3=CC=CC=C3N(C12)C=1C=CC=2NC3=CC=C(C=C3C2C1)N1C2=CC=CC=C2C=2C=CC=CC12)C1=CC=CC=C1 (4-(4-(2,6-diphenylpyridin-4-yl)phenyl)pyridine-2,3-diyl)bis(9'H-9,3':6',9''-tercarbazole)